trans-tert-butyl (4-(5-(cis-3-(trifluoromethyl)cyclobutyl)-1,3,4-oxadiazol-2-yl)cyclohexyl)carbamate FC([C@H]1C[C@H](C1)C1=NN=C(O1)[C@@H]1CC[C@H](CC1)NC(OC(C)(C)C)=O)(F)F